FC(OC=1C=C2C(=CNC2=CC1)C(C=O)=O)(F)F 2-(5-(trifluoromethoxy)-1H-indol-3-yl)ethane-1,2-dione